5-(4-(4-fluorobutan-2-ylsulfonyl)phenyl)-3-(3-(4-((1-fluoropropan-2-ylamino)methyl)phenyl)isoxazol-5-yl)pyrazin-2-amine FCCC(C)S(=O)(=O)C1=CC=C(C=C1)C=1N=C(C(=NC1)N)C1=CC(=NO1)C1=CC=C(C=C1)CNC(CF)C